nonyl 8-((6-((4,4-bis(octyloxy)butanoyl)oxy)hexyl)(3-((2-(methylamino)-3,4-dioxocyclobut-1-en-1-yl)amino)propyl)amino)octanoate C(CCCCCCC)OC(CCC(=O)OCCCCCCN(CCCCCCCC(=O)OCCCCCCCCC)CCCNC1=C(C(C1=O)=O)NC)OCCCCCCCC